ClC=1C=C(C=CC1)C=1C(=NNC1N)C1=CC=CC=C1 4-(3-chlorophenyl)-3-phenyl-1H-pyrazol-5-amine